Cl.C(C)(=O)OC1COCC1OC(C)=O tetrahydrofuran-3,4-diyl diacetate hydrochloride